4-{[(3-{1-[2-(Morpholin-4-yl)-2-oxoethyl]-6-oxopiperidin-3-yl}-1H-pyrazol-5-yl)oxy]methyl}benzol N1(CCOCC1)C(CN1CC(CCC1=O)C1=NNC(=C1)OCC1=CC=CC=C1)=O